triglycerol dioleate monostearate C(CCCCCCCCCCCCCCCCC)(=O)O.C(CCCCCCC\C=C/CCCCCCCC)(=O)O.C(CCCCCCC\C=C/CCCCCCCC)(=O)O.OCC(O)CO.OCC(O)CO.OCC(O)CO